3-chloropropyl (2R,3S,5R)-2-(((4-(3-(((3-chloropropoxy)carbonyl)oxy) phenyl)cyclohexyl)oxy)methyl)-3-((N,N-dimethylsulfamoyl)(4-methoxybenzyl)amino)-5-methylpyrrolidine-1-carboxylate ClCCCOC(=O)OC=1C=C(C=CC1)C1CCC(CC1)OC[C@@H]1N([C@@H](C[C@@H]1N(CC1=CC=C(C=C1)OC)S(N(C)C)(=O)=O)C)C(=O)OCCCCl